[C@H](C)(CC)N1C=NC2=C1C(=NC(=C2)C2=CC=C1C(C(N(C1=C2)C2CC(C2)N2CCCCC2)=O)(C)C)Cl 6-(3-((S)-sec-butyl)-4-chloro-3H-imidazo[4,5-c]pyridin-6-yl)-3,3-dimethyl-1-((1S,3R)-3-(piperidin-1-yl)cyclobutyl)indolin-2-one